ClC1=CC=C(CN2C(N3C(C4=C2C=C(C=N4)N4CCOCC4)=NC(=N3)C3(CC3)C)=O)C=C1 6-(4-chlorobenzyl)-2-(1-methylcyclopropyl)-8-(morpholin-4-yl)pyrido[2,3-e][1,2,4]triazolo[1,5-c]pyrimidin-5(6H)-one